CSC1=C(C=CC=C1)NC(C)=O N-(2-(methylthio)phenyl)acetamide